4-(cyclobutylamino)-N-(2,6-dimethylphenyl)-2-((2-methoxy-4-(4-methylpiperazin-1-yl)phenyl)amino)pyrimidine-5-carboxamide C1(CCC1)NC1=NC(=NC=C1C(=O)NC1=C(C=CC=C1C)C)NC1=C(C=C(C=C1)N1CCN(CC1)C)OC